diethyl-5-methylpyrazol C(C)C=1C(=NNC1C)CC